C(=O)(OCC1C2=CC=CC=C2C2=CC=CC=C12)N[C@@H](C(C)C)CO Fmoc-L-Valinol